3-fluoro-4-(2-(3-(2-methyl-1H-imidazol-1-yl)phenoxy)ethoxy)benzonitrile FC=1C=C(C#N)C=CC1OCCOC1=CC(=CC=C1)N1C(=NC=C1)C